1,2-dibromo-3-chloro-4-iodobenzene BrC1=C(C(=C(C=C1)I)Cl)Br